[Si](C)(C)(C(C)(C)C)OCCN1N=CC(=C1)C=1C(=CC(=C(N)C1)OC)N1CCOCC1 5-(1-(2-((tert-butyldimethylsilyl)oxy)ethyl)-1H-pyrazol-4-yl)-2-methoxy-4-morpholinoaniline